9'-(4-(4-(4-(4,6-diphenyl-1,3,5-triazin-2-yl)phenyl)-2-phenylpyridin-3-yl)phenyl)-9'H-9,3':6',9''-tercarbazole C1(=CC=CC=C1)C1=NC(=NC(=N1)C1=CC=CC=C1)C1=CC=C(C=C1)C1=C(C(=NC=C1)C1=CC=CC=C1)C1=CC=C(C=C1)N1C2=CC=C(C=C2C=2C=C(C=CC12)N1C2=CC=CC=C2C=2C=CC=CC12)N1C2=CC=CC=C2C=2C=CC=CC12